6-(3-amino-5-fluoro-6-(4-((1S,5R)-3-methyl-3-azabicyclo[3.1.0]hexan-1-yl)phenyl)pyrazin-2-yl)-4-fluoroisoquinolin-1(2H)-one NC=1C(=NC(=C(N1)F)C1=CC=C(C=C1)[C@]12CN(C[C@@H]2C1)C)C=1C=C2C(=CNC(C2=CC1)=O)F